difluoro sulfoxide FS(=O)F